((S)-5H-imidazo[5,1-a]isoindol-5-yl)-4-methyltetrahydro-2H-pyran-4-ol C=1N=CN2C1C1=CC=CC=C1[C@H]2C2OCCC(C2)(O)C